1,4-dimethyloctane-1,8-diamine CC(CCC(CCCCN)C)N